{2-[2-fluoro-6-(methoxymethoxy)-8-(4,4,5,5-tetramethyl-1,3,2-dioxaborolan-2-yl)naphthalen-1-yl]ethynyl}triisopropyl-silane FC1=C(C2=C(C=C(C=C2C=C1)OCOC)B1OC(C(O1)(C)C)(C)C)C#C[Si](C(C)C)(C(C)C)C(C)C